The molecule is a glycosylarabinose consisting of beta-D-galactopyranose and alpha-L-arabinofuranose residues joined in sequence by a (1->3) glycosidic bond. It derives from a beta-D-galactose and an alpha-L-arabinofuranose. C([C@@H]1[C@@H]([C@@H]([C@H]([C@@H](O1)O[C@H]2[C@@H](O[C@H]([C@@H]2O)O)CO)O)O)O)O